FC1(CCN(CC1)C1=NC(=CC(=N1)NC(C1=C(C=C(C=C1)S(=O)(=O)[C@@H]1COC[C@H]1O)N1CCC2(CC2)CC1)=O)C)F N-(2-(4,4-Difluoropiperidin-1-yl)-6-methylpyrimidin-4-yl)-4-(((3R,4R)-4-hydroxytetrahydrofuran-3-yl)sulfonyl)-2-(6-azaspiro[2.5]octan-6-yl)benzamide